C(C)N(C(=O)N1C(NC2=NC(=NC=C12)NS(=O)(=O)CCC)=O)C N-ethyl-N-methyl-8-oxo-2-(propylsulfonylamino)purine-7-carboxamide